ClC=1C=C(C=CC1OCCN(CC)CC)NC1=NC=C(C(=N1)NN1C(OC2=C1C=CC=C2)=O)C {2-[3-chloro-4-(2-diethylamino-ethoxy)-phenylamino]-5-methyl-pyrimidin-4-ylamino}-3H-benzooxazol-2-one